FC=1C(=CC(=NC1)OC)C1=NNC(=C1)C(=O)N1C2(CC2)C[C@H](CC1)C(=O)NCC1=NC=CC=C1C(F)(F)F (S)-4-(3-(5-fluoro-2-methoxypyridin-4-yl)-1H-pyrazole-5-carbonyl)-N-((3-(trifluoromethyl)pyridin-2-yl)methyl)-4-azaspiro[2.5]octane-7-carboxamide